C(C)(C)(C)C=1C=C(C(C=O)=CC1)O 4-t-butylsalicylaldehyde